Dimethyl adipimidate dihydrochloride Cl.Cl.C(CCCCC(OC)=N)(OC)=N